2-(1-(4-cyano-3-trifluoromethylphenyl)-1H-pyrazol-3-yl)-N-(3,4-difluorophenyl)acetamide C(#N)C1=C(C=C(C=C1)N1N=C(C=C1)CC(=O)NC1=CC(=C(C=C1)F)F)C(F)(F)F